(S)-3-(4-((R)-1-ethoxy-2,2,2-trifluoroethyl)-3-((2-methylpyrimidin-5-yl)amino)phenyl)-4-methoxybutanoic acid C(C)O[C@@H](C(F)(F)F)C1=C(C=C(C=C1)[C@H](CC(=O)O)COC)NC=1C=NC(=NC1)C